C1(CC1)C1=NC(=CC(=C1)C1=C(C=C(C#N)C=C1)C1=NN=CN1C)N1C(C2=CC(=CC=C2C1)CNCC1(CCCC1)OC)=O 4-{2-Cyclopropyl-6-[6-({[(1-methoxycyclopentyl)methyl]amino}methyl)-1-oxo-3H-isoindol-2-yl]pyridin-4-yl}-3-(4-methyl-1,2,4-triazol-3-yl)benzonitrile